NC1=NC=CC(=C1Cl)SC=1N=CC(=NC1)N1CCC2([C@@H](CN(C2)C2=NC=CN=C2)N)CC1 (S)-8-(5-((2-amino-3-chloropyridin-4-yl)thio)pyrazin-2-yl)-2-(pyrazin-2-yl)-2,8-diazaspiro[4.5]decan-4-amine